N[C@@H]1CC(N(C1)C=1C=CC=2OCC(N(C2N1)COCC[Si](C)(C)C)=O)=O 6-[(4R)-4-amino-2-oxopyrrolidin-1-yl]-4-(2-trimethylsilylethoxymethyl)pyrido[3,2-b][1,4]oxazin-3-one